ClC1=C2C(=NN(C2=CC=C1)S(=O)(=O)C1=CC=C(C=C1)C(C)(F)F)N1C2(CC2)C(CC1)(F)F 4-chloro-3-(7,7-difluoro-4-azaspiro[2.4]heptan-4-yl)-1-((4-(1,1-difluoroethyl)phenyl)sulfonyl)-1H-indazole